CC1=C(C=C(C=C1)NC(C1=CC=C(C=C1)CN1CCN(CC1)C)=O)NC1=NC=CC(=N1)C=1C=NC=CC1 N-(4-methyl-3-((4-(pyridin-3-yl)pyrimidin-2-yl)amino)phenyl)-4-((4-methylpiperazin-1-yl)methyl)benzamide